CC1(OB(OC1(C)C)C1=CC=C(OCCN2CCN(CC2)C(=O)OC(C)(C)C)C=C1)C tert-butyl 4-(2-(4-(4,4,5,5-tetramethyl-1,3,2-dioxaborolan-2-yl)phenoxy)ethyl)piperazine-1-carboxylate